NC(C)C=1C=CC(=NC1)[C@H]1C[C@H](C1)C1=NN2C(=NC=3C(=CC=CC3C2=N1)OC)N 2-{cis-3-[5-(1-aminoethyl)pyridin-2-yl]cyclobutyl}-7-methoxy[1,2,4]triazolo[1,5-c]quinazolin-5-amine